methyl 2-[5-[2-[4-(2-aminoethyl)phenyl]-5-cyanophenoxy]pyridazin-3-yl]benzoate NCCC1=CC=C(C=C1)C1=C(OC=2C=C(N=NC2)C2=C(C(=O)OC)C=CC=C2)C=C(C=C1)C#N